C(N)(=O)C1=CC(=C(C=C1)[C@H](C)N(C(C1=CC(=CC=C1)F)=O)CC=1C=NC=CC1)Cl (S)-N-(1-(4-carbamoyl-2-chlorophenyl)ethyl)-3-fluoro-N-(pyridin-3-ylmethyl)benzamide